(R)-3-ethylmorpholine C(C)[C@H]1NCCOC1